ethyl 4-chloropyrrolo[2,1-f][1,2,4]triazine-6-carboxylate ClC1=NC=NN2C1=CC(=C2)C(=O)OCC